tert-butyl 3-(4-bromophenyl)-3-cyanoazetidine-1-carboxylate BrC1=CC=C(C=C1)C1(CN(C1)C(=O)OC(C)(C)C)C#N